tert-butyl N-(tert-butoxycarbonyl)-N-(5-{5-[(1S,2S)-2-fluorocyclopropaneamido]-1-methylpyrrolo[2,3-c]pyridin-2-yl}-4,6-dimethoxypyrimidin-2-yl)carbamate C(C)(C)(C)OC(=O)N(C(OC(C)(C)C)=O)C1=NC(=C(C(=N1)OC)C1=CC=2C(=CN=C(C2)NC(=O)[C@H]2[C@H](C2)F)N1C)OC